C(=O)(O)C(CCCCNC(CON=CC1=CC=C(C=C1)[18F])=O)NC(NC(C(=O)O)CCC(=O)O)=O 2-(3-{1-carboxy-5-[2-(4-[18F]fluoro-benzylideneaminooxy)-acetylamino]-pentyl}-ureido)-pentanedioic acid